C(C#C)N propargyl-amine